FC=1C=2N(C=C(C1)C1=CNC=3N=C(N=CC31)NC3CCN(CC3)C)C=C(N2)C 5-(8-fluoro-2-methylimidazo[1,2-a]pyridin-6-yl)-N-(1-methylpiperidin-4-yl)-7H-pyrrolo[2,3-d]pyrimidin-2-amine